[Ba].O=S.[Zn] zinc oxysulfide barium